ClC1=CC(=NC(=C1C(=O)O)C)Cl 4,6-Dichloro-2-methylnicotinic acid